1-amino-1-(4-(bicyclo[2.2.2]oct-1-ylmethoxy)phenyl)-2-methylpropan-2-ol NC(C(C)(O)C)C1=CC=C(C=C1)OCC12CCC(CC1)CC2